(R)-N-(3,3-difluoro-1-methylpiperidin-4-yl)-5-(1-(2,2-difluoroethyl)-4-fluoro-2-methyl-1H-benzo[d]imidazol-6-yl)-6-fluoro-4-methoxypyrrolo[2,1-f][1,2,4]triazin-2-amine FC1(CN(CC[C@H]1NC1=NN2C(C(=N1)OC)=C(C(=C2)F)C=2C=C(C1=C(N(C(=N1)C)CC(F)F)C2)F)C)F